ClC=1C(=NC=CC1C)N1C([C@@H]2C[C@@H]2C1)=O (1R,5S)-3-(3-chloro-4-methylpyridin-2-yl)-3-azabicyclo[3.1.0]Hexane-2-one